3-(Difluoro(phenylsulfonyl)methyl)-3-hydroxycyclobutyl(6-(3-isopropylphenyl)-2-azaspiro[3.4]octan-2-yl)methanone FC(C1(CC(C1)C(=O)N1CC2(C1)CC(CC2)C2=CC(=CC=C2)C(C)C)O)(S(=O)(=O)C2=CC=CC=C2)F